(1R,2R,3S)-3-(5-bromo-6-methoxy-2H-indazol-2-yl)-2-methylcyclohexan-1-ol BrC1=CC2=CN(N=C2C=C1OC)[C@@H]1[C@H]([C@@H](CCC1)O)C